COC1=C(C(=O)NC2=C(C(=O)NCCN3CCOCC3)C=CC=C2OC)C=CC(=C1)OC 2-(2,4-dimethoxybenzamido)-3-methoxy-N-(2-morpholinoethyl)benzamide